N-((1R,4R)-4-(7-oxa-2-azaspiro[3.5]nonan-2-yl)cyclohexyl)-2-iodo-1-(2,2,2-trifluoroethyl)-1H-indol-4-amine C1N(CC12CCOCC2)C2CCC(CC2)NC=2C=1C=C(N(C1C=CC2)CC(F)(F)F)I